OC1CCC(CC1)COC1=NN=C(S1)NC(=O)C=1C=NC(=CC1C1=CC(=NC=C1OC)C)C N-(5-(((1r,4r)-4-hydroxycyclohexyl)methoxy)-1,3,4-thiadiazol-2-yl)-5'-methoxy-2',6-dimethyl-[4,4'-bipyridine]-3-carboxamide